Cl.ClC1=C(C(N(C2=CC=C(N=C12)Cl)C)=O)C#N 4,6-dichloro-1-methyl-2-oxo-1,2-dihydro-1,5-naphthyridine-3-carbonitrile hydrochloride